tert-butyl 6-((5-amino-7-(butylamino)-3-cyclopropyl-1H-pyrazolo[4,3-D]pyrimidin-1-yl) methyl)-5-methoxy-3',6'-dihydro-[3,4'-bipyridine]-1'(2'H)-carboxylate NC=1N=C(C2=C(N1)C(=NN2CC2=C(C=C(C=N2)C=2CCN(CC2)C(=O)OC(C)(C)C)OC)C2CC2)NCCCC